(4-(4-(((R)-1-(3-(difluoromethyl)-2-fluorophenyl)ethyl)amino)quinolin-6-yl)piperazin-1-yl)((R)-tetrahydrofuran-3-yl)methanone FC(C=1C(=C(C=CC1)[C@@H](C)NC1=CC=NC2=CC=C(C=C12)N1CCN(CC1)C(=O)[C@H]1COCC1)F)F